C(C)(C)(C)OC(N(C)CCOC=1C(=NC=NC1)N)=O (2-((4-aminopyrimidin-5-yl)oxy)ethyl)(methyl)carbamic acid tert-butyl ester